C(C)(=O)OC=1C=CC=C2NC=C(CCN(CCC)C)C12 4-acetoxy-N-methyl-N-propyltryptamine